CN(CCOC=1C=CC(=C(C1)C=1C=CC=C2C(=NC(=NC12)NC=1C=NC(=CC1)N1CCOCC1)N)F)C 8-(5-(2-(dimethylamino)ethoxy)-2-fluorophenyl)-N2-(6-morpholinylpyridin-3-yl)quinazoline-2,4-diamine